Nitrocarboxylate [N+](=O)([O-])C(=O)[O-]